C1(=CC=CC=C1)O.CN(C(N(C)C)=N)C tetramethylguanidine phenol salt